C(C)(C)(C)[SiH2]OC(C1=CC=C(C=C1)N)(C1=CC=CC=C1)C1=CC=CC=C1 4-(tert-butyl-diphenyl-silanyloxymethyl)-phenylamine